2-bromo-7-(naphthalene-2-yl)thianthrene BrC1=CC=2SC3=CC=C(C=C3SC2C=C1)C1=CC2=CC=CC=C2C=C1